4-(3-chloro-2-fluorophenyl)-7-nitro-5,6-dihydro-4H-pyrido[2,3,4-de]Quinazoline ClC=1C(=C(C=CC1)N1CCC=2C=3C1=NC=NC3C=CC2[N+](=O)[O-])F